FC=1C(=C(C=CC1F)[C@H]1[C@@H](O[C@H]([C@@H]1C)C)C(=O)NC1=CC(=NC=C1)C(=O)N)OC (2R,3S,4R,5S)-4-[[3-(3,4-Difluoro-2-methoxy-phenyl)-4,5-dimethyl-tetrahydrofuran-2-carbonyl]amino]pyridin-2-carboxamid